N-(2-carbamoyl-4-cyano-6-methyl-phenyl)-2-(3-chloro-2-pyridyl)-5-(2,2,2-trifluoroethoxy)pyrazole-3-carboxamide C(N)(=O)C1=C(C(=CC(=C1)C#N)C)NC(=O)C=1N(N=C(C1)OCC(F)(F)F)C1=NC=CC=C1Cl